4-((1-methylpyrrolidin-3-yl)oxy)-1-(((S)-oxetan-2-yl)methyl)-1H-benzo[d]imidazole-6-carboxylic acid CN1CC(CC1)OC1=CC(=CC=2N(C=NC21)C[C@H]2OCC2)C(=O)O